BrC=1C=CC=2N(C1)C(=CN2)C=2C=C(C=CC2)S(=O)(=O)NC([O-])=O ((3-(6-bromoimidazo[1,2-a]pyridin-3-yl)phenyl)sulfonyl)carbamate